2-ethylquinazoline-4-thiol C(C)C1=NC2=CC=CC=C2C(=N1)S